(3S)-3-(5-{[(3S,4S)-1-{[5-fluoro-3-(morpholin-4-yl)quinolin-7-yl]methyl}-4-(methoxymethyl)pyrrolidin-3-yl]oxy}-1-oxo-2,3-dihydro-1H-isoindol-2-yl)piperidine-2,6-dione FC1=C2C=C(C=NC2=CC(=C1)CN1C[C@H]([C@@H](C1)COC)OC=1C=C2CN(C(C2=CC1)=O)[C@@H]1C(NC(CC1)=O)=O)N1CCOCC1